methyl 6-((1-(thiazole-5-carbonyl)piperidin-4-yl)amino)pyrimidine-4-carboxylate S1C=NC=C1C(=O)N1CCC(CC1)NC1=CC(=NC=N1)C(=O)OC